NCC(=O)N[C@@H](CC(C)C)C(=O)O Glycyl-Leucine